N-[3-chloro-4-[4-(1,1-dimethylpiperidin-1-ium-4-carbonyl)piperazine-1-carbonyl]phenyl]-5-[2,3-difluoro-4-[5-(2-methoxyphenyl)-1H-pyrazol-4-yl]phenyl]-1-methyl-imidazole-2-carboxamide ClC=1C=C(C=CC1C(=O)N1CCN(CC1)C(=O)C1CC[N+](CC1)(C)C)NC(=O)C=1N(C(=CN1)C1=C(C(=C(C=C1)C=1C=NNC1C1=C(C=CC=C1)OC)F)F)C